[[3-(trifluoromethyl)phenyl]methyl]carbamate FC(C=1C=C(C=CC1)CNC([O-])=O)(F)F